(3-Nitro-5,6,7,8-tetrahydroquinolin-7-yl)carbamic acid benzyl ester C(C1=CC=CC=C1)OC(NC1CCC=2C=C(C=NC2C1)[N+](=O)[O-])=O